C(C(=C)C)(=O)[O-].[NH4+] ammonium methacrylate